3-((2-(3,3-difluoroazetidine-1-carbonyl)-3-hydroxypyridin-4-yl)amino)-4-((2,6,6-trimethyl-4,5,6,7-tetrahydrobenzo[d]thiazol-7-yl)amino)cyclobut-3-ene-1,2-dione FC1(CN(C1)C(=O)C1=NC=CC(=C1O)NC=1C(C(C1NC1C(CCC=2N=C(SC21)C)(C)C)=O)=O)F